[O-]S(=O)(=O)C(F)(F)F.C1(CCCCC1)C[S+]=C1C(CCCC1)=O cyclohexylmethyl-(2-oxocyclohexylidene)sulfonium triflate